FC1CNCC12CC2 7-fluoro-5-azaspiro[2.4]heptane